C(C1=CC=CC=C1)OC1=NC(=CC=C1NC1=C(C(=CC=C1)N1CCC(CC1)OC1CCC(CC1)C(OC)OC)[N+](=O)[O-])OCC1=CC=CC=C1 2,6-dibenzyloxy-N-[3-[4-[4-(dimethoxymethyl)cyclohexoxy]-1-piperidyl]-2-nitro-phenyl]pyridin-3-amine